FC1=C(C=C(C=C1F)C1=C(C=CC2=CC=CC=C12)O)C1=C(C=CC2=CC=CC=C12)O 1,1'-(4,5-difluoro-1,3-phenylene)bis[2-naphthol]